3-bromo-5-[(4-chlorophenyl)mercapto]-4-methylpyridine BrC=1C=NC=C(C1C)SC1=CC=C(C=C1)Cl